(R)-2-(1-(4-amino-3-(2,3-difluoro-4-methoxyphenyl)-1H-pyrazolo[3,4-d]pyrimidin-1-yl)ethyl)-5-chloro-3-phenylquinazolin-4(3H)-one NC1=C2C(=NC=N1)N(N=C2C2=C(C(=C(C=C2)OC)F)F)[C@H](C)C2=NC1=CC=CC(=C1C(N2C2=CC=CC=C2)=O)Cl